4-(tert-butoxycarbonyl)-1,4-oxaazepane-2-carboxylic acid C(C)(C)(C)OC(=O)N1CC(OCCC1)C(=O)O